4-bromo-2-nitro-1,1'-biphenyl BrC1=CC(=C(C=C1)C1=CC=CC=C1)[N+](=O)[O-]